2-(3-bromo-2-methylphenyl)-7-iodo-1H-benzo[d]imidazole-5-carboxylic acid BrC=1C(=C(C=CC1)C1=NC2=C(N1)C(=CC(=C2)C(=O)O)I)C